ClC1=C(C=CC2=C1C(=NC(C=1N2N=C(N1)N)C)C1=C(C=CC=C1F)F)Cl 7,8-dichloro-6-(2,6-difluorophenyl)-4-methyl-4H-[1,2,4]triazolo[1,5-a][1,4]benzodiazepin-2-amine